C(C)S(=O)(=O)C=1C(=NC=CC1)N1CC2=C(C1=O)C=C(S2)C(C(F)(F)F)(F)F 5-(3-ethylsulfonyl-2-pyridyl)-2-(1,1,2,2,2-pentafluoroethyl)-6H-thieno[2,3-c]pyrrol-4-one